1-({3,4-difluoro-2-[(2-fluoro-4-iodophenyl)amino]Phenyl}carbonyl)-3-[(1,3-thiazol-2-ylamino)methyl]Azetidin-3-ol acetate salt C(C)(=O)O.FC=1C(=C(C=CC1F)C(=O)N1CC(C1)(O)CNC=1SC=CN1)NC1=C(C=C(C=C1)I)F